ClCOCOCC[Si](C)(C)C (2-((chloromethoxy)methoxy)ethyl)trimethylsilane